ClC=1C(=NC(=NC1)NC1CCOCC1)C1=CC=C2CN(C(C2=C1)=O)CC(=O)N 2-(6-(5-chloro-2-((oxacyclohexan-4-yl)amino)pyrimidin-4-yl)-1-oxoisoindolin-2-yl)acetamide